(s)-2-Methyl-5-((1-methylazetidin-2-yl)methoxy)-N-(1-(7-(propylamino)quinolin-5-yl)cyclopropyl)benzamide CC1=C(C(=O)NC2(CC2)C2=C3C=CC=NC3=CC(=C2)NCCC)C=C(C=C1)OC[C@H]1N(CC1)C